ClC1=CC(=CC2=C1N=C(S2)C=2CCNCC2)C2=CC1=CN(N=C1C(=C2)F)C 4-Chloro-6-(7-fluoro-2-methyl-2H-indazol-5-yl)-2-(1,2,3,6-tetrahydropyridin-4-yl)-1,3-benzothiazol